2-[5-benzyloxy-1-(4-fluoro-3-methyl-phenyl)-2-isopropyl-indol-3-yl]-2-methyl-propionamide C(C1=CC=CC=C1)OC=1C=C2C(=C(N(C2=CC1)C1=CC(=C(C=C1)F)C)C(C)C)C(C(=O)N)(C)C